CC1([N@](C1)S(=O)(=O)C1=CC=C(C=C1)[N+](=O)[O-])C(F)(F)F (S)-2-methyl-1-((4-nitrophenyl)sulfonyl)-2-(trifluoromethyl)aziridine